2-(benzo[d][1,3]dioxol-5-yl)-1H-benzo[d]imidazole O1COC2=C1C=CC(=C2)C2=NC1=C(N2)C=CC=C1